(R)-3-(2-amino-[1,2,4]triazolo[1,5-a]pyridin-7-yl)-6-chloro-2-fluoro-N-(2,2,3-trifluoro-3-(4-fluorophenyl)propyl)benzamide NC1=NN2C(C=C(C=C2)C=2C(=C(C(=O)NCC([C@@H](C3=CC=C(C=C3)F)F)(F)F)C(=CC2)Cl)F)=N1